ClC1=CC=C(C(=N1)C=1C=NN(C1)C)NC(C)C=1C=2C3=C(N(C(C2C=C(C1)C)=O)C([2H])([2H])[2H])N(N=C3)C3CN(CC3)CCO 9-(1-((6-chloro-2-(1-methyl-1H-pyrazol-4-yl)pyridin-3-yl)amino)ethyl)-3-(1-(2-hydroxyethyl)pyrrolidin-3-yl)-7-methyl-4-(methyl-d3)-3,4-dihydro-5H-pyrazolo[3,4-c]isoquinolin-5-one